C(N)(=N)C=1C=C(SC1)[C@@H](C)NC(=O)[C@H]1N([C@H]2C[C@]2(C1)C)C(CNC(C1=CC(=C(C=C1)OC1=CC=C(C=C1)F)C)=O)=O (1S,3S,5S)-N-((R)-1-(4-carbamimidoylthiophen-2-yl)ethyl)-2-((4-(4-fluorophenoxy)-3-methylbenzoyl)glycyl)-5-methyl-2-azabicyclo[3.1.0]hexane-3-carboxamide